NC=1C=2N(C3=CC(=C(C=C3N1)F)C(=O)N([C@@H]1COC3=C1C=CC(=C3)N3N=CC(=C3)C(F)(F)F)C)C=NC2 (S)-4-amino-7-fluoro-N-methyl-N-(6-(4-(trifluoromethyl)-1H-pyrazol-1-yl)-2,3-dihydrobenzofuran-3-yl)imidazo[1,5-a]quinoxaline-8-carboxamide